4-benzyloxy-1-(4-fluoro-3-methyl-phenyl)-2-tetrahydropyran-4-yl-indole C(C1=CC=CC=C1)OC1=C2C=C(N(C2=CC=C1)C1=CC(=C(C=C1)F)C)C1CCOCC1